COC=1C=C(C2=CC=CC=C2C1)N1CC=2N=C(N=C(C2CC1)N1C[C@@H](NCC1)CC#N)OC[C@H]1N(CCC1)C 2-((2S)-4-[7-(3-methoxy-1-naphthyl)-2-([(2S)-1-methylpyrrolidin-2-yl]methoxy)-6,8-dihydro-5H-pyrido[3,4-d]pyrimidin-4-yl]piperazin-2-yl)acetonitrile